ClC1=C(C=CC(=C1)Cl)[C@@H](C)NC1=NC(=NC=C1OCC(F)(F)F)N1CCN(CC1)C(=O)OC(C)(C)C tert-butyl (R)-4-(4-((1-(2,4-dichlorophenyl)ethyl)amino)-5-(2,2,2-trifluoroethoxy)pyrimidin-2-yl)piperazine-1-carboxylate